Di-Guanosin-Monophosphat P(=O)(O)(O)O.[C@@H]1([C@H](O)[C@H](O)[C@@H](CO)O1)N1C=NC=2C(=O)NC(N)=NC12.[C@@H]1([C@H](O)[C@H](O)[C@@H](CO)O1)N1C=NC=2C(=O)NC(N)=NC12